C(C)(=O)C1=C(C2=C(N=C(N=C2)NC2=CC=C(C=N2)N2CCC(CC2)N(C)CC2=CC=C(C=C2)NC2C(NC(CC2)=O)=O)N(C1=O)C1CCCC1)C 3-((4-(((1-(6-((6-acetyl-8-cyclopentyl-5-methyl-7-oxo-7,8-dihydropyrido[2,3-d]pyrimidin-2-yl)amino)pyridin-3-yl)piperidin-4-yl)(methyl)amino)methyl)phenyl)amino)piperidine-2,6-dione